FC1(C(CC1)C(=O)O)F 2,2-difluorocyclobutanecarboxylic acid